5-methyl-10-(2',3',5'-tris(3-methyl-3H-imidazo[4,5-b]pyridin-2-yl)-[1,1'-biphenyl]-3-yl)-5,10-dihydrophenazine CN1C=2C=CC=CC2N(C2=CC=CC=C12)C=1C=C(C=CC1)C1=C(C(=CC(=C1)C1=NC=2C(=NC=CC2)N1C)C1=NC=2C(=NC=CC2)N1C)C1=NC=2C(=NC=CC2)N1C